The molecule is a carbohydrate acid anion arising from deprotonation of both carboxy groups of 4-(alpha-D-galactopyranuronosyl)-D-galactopyranuronic acid; major species at pH 7.3. It is a carbohydrate acid anion, a dicarboxylic acid dianion and a digalacturonate. It is a conjugate base of an alpha-D-GalpA-(1->4)-D-GalpA. [C@@H]1([C@H]([C@H](O[C@@H]([C@@H]1O)O[C@@H]2[C@@H]([C@H](C(O[C@@H]2C(=O)[O-])O)O)O)C(=O)[O-])O)O